1,1-difluoro-1-{2-fluoro-3-[(1R)-1-{[2-methyl-6-(4-methylpiperazin-1-yl)pyrido[3,4-d]pyrimidin-4-yl]amino}ethyl]phenyl}-2-methylpropan-2-ol FC(C(C)(O)C)(C1=C(C(=CC=C1)[C@@H](C)NC=1C2=C(N=C(N1)C)C=NC(=C2)N2CCN(CC2)C)F)F